FC1=CC=C(C=C1)C(N1C[C@@H](N(C[C@H]1C)C1=C2N=CN(C2=NC(=N1)NN)CCN(C)C)C)C1=CC=C(C=C1)F 2-(6-((2S,5R)-4-(Bis(4-fluorophenyl)methyl)-2,5-dimethylpiperazin-1-yl)-2-hydrazineyl-9H-purin-9-yl)-N,N-dimethylethane-1-amine